[C@H]12CN(C[C@H](CC1)N2)C=2C1=C(N=C(N2)OCC2(CC2)CN2CCCC2)C(=C(N=C1)C1=CC(=CC2=CC=CC(=C12)F)O)F 4-(4-((1R,5S)-3,8-diazabicyclo[3.2.1]octan-3-yl)-8-fluoro-2-((1-(pyrrolidin-1-ylmethyl)cyclopropyl)methoxy)pyrido[4,3-d]pyrimidin-7-yl)-5-fluoronaphthalen-2-ol